tri-tert-butylphosphine tetrafluoroborate salt F[B-](F)(F)F.C(C)(C)(C)P(C(C)(C)C)C(C)(C)C